3-cyclohexyl-8-methyl-5,6-dihydro-[1,2,4]triazolo[4,3-a]pyrazin C1(CCCCC1)C1=NN=C2N1CCN=C2C